ClC1=C(C=CC=C1)CC(=O)NC=1C=NC(=C(C1)S(N=CN(C)C)(=O)=O)C=1C=NN(C1)C(F)F 2-(2-chlorophenyl)-N-(6-[1-(difluoromethyl)-1H-pyrazol-4-yl]-5-{[(dimethylamino)methylidene]sulfamoyl}pyridin-3-yl)acetamide